ethyl (3S)-3-(4,4'-difluoro-2',5,6'-trimethyl-[1,1'-biphenyl]-3-yl)-3-(2-(3-fluoro-5-(2-((R)-3-fluoropyrrolidin-1-yl)ethyl)-2-oxopyridin-1(2H)-yl)-4-methylpentanamido)propanoate FC1=C(C=C(C=C1C)C1=C(C=C(C=C1C)F)C)[C@H](CC(=O)OCC)NC(C(CC(C)C)N1C(C(=CC(=C1)CCN1C[C@@H](CC1)F)F)=O)=O